C(C)OC1=C(C=CC=C1)C1=NN=C2SCC(=NN21)C2=CC=C(C=C2)NCC(=O)O (4-(3-(2-ethoxyphenyl)-7H-[1,2,4]triazolo[3,4-b][1,3,4]thiadiazin-6-yl)phenyl)glycine